FC(C=1C=CC=2N(N1)C(=CN2)C2=NC=NC(=C2)N2CC1(CCN1S(=O)(=O)C)CCC2)F 6-(difluoromethyl)-3-(6-(1-(methylsulfonyl)-1,6-diazaspiro[3.5]nonan-6-yl)pyrimidin-4-yl)imidazo[1,2-b]pyridazin